4-(7-hydroxy-6-methoxyquinazolin-4-yl)-1,4-diazepan-1-sulfonamide hydrochloride Cl.OC1=C(C=C2C(=NC=NC2=C1)N1CCN(CCC1)S(=O)(=O)N)OC